C(C1=CC=CC=C1)OC(=O)C1=C(C=C2CC(N3C(C2=C1)=CC(C(=C3)C(=O)O)=O)C(C)C)OCCCOC 10-((benzyloxy)carbonyl)-6-isopropyl-9-(3-methoxypropoxy)-2-oxo-6,7-dihydro-2H-pyrido[2,1-a]isoquinoline-3-carboxylic acid